[Si](C)(C)(C(C)(C)C)OC1CN(CC=C(C1)C1=C(C(=CC=2C(COC21)C)NC2=NC(=CC(=N2)C)NC)F)C(=O)OC(C)(C)C tert-butyl 3-[tert-butyl(dimethyl)silyl]oxy-5-[6-fluoro-3-methyl-5-[[4-methyl-6-(methylamino)pyrimidin-2-yl]amino]-2,3-dihydrobenzofuran-7-yl]-2,3,4,7-tetrahydroazepine-1-carboxylate